C1(=CC(=CC=C1)C=1C=CC2=C(C1)C=1N=CN=C(C1O2)C2=CC(=CC=C2)C=2C=CC=1N(C3=CC=CC=C3C1C2)C2=CC=CC=C2)C2=CC=C(C=C2)C2=CC=CC=C2 8-(1,1':4',1''-terphenyl-3-yl)-4-[3-(9-phenyl-9H-carbazol-3-yl)phenyl]-benzofuro[3,2-d]pyrimidine